7-methyl-1-([5-oxo-4-[2-(3-phenylphenyl)ethyl]-4,5-dihydro-1,3,4-oxadiazol-2-yl]methyl)-6,7-dihydro-1H-purin-6-one CN1C=NC=2N=CN(C(C12)=O)CC=1OC(N(N1)CCC1=CC(=CC=C1)C1=CC=CC=C1)=O